C(C)OC(=O)[C@H]1[C@@H](C1)C1=NC=CN=C1C#N (1R,2R)-2-(3-Cyanopyrazin-2-yl)cyclopropane-1-carboxylic acid ethyl ester